C[Si]([Si](C)(N(CC)CC)N(CC)CC)(N(CC)CC)N(CC)CC 1,2-dimethyl-tetra(diethylamino)disilane